4-Methyl-2-(4-oxocyclohexylidene)morpholin-3-one CN1C(C(OCC1)=C1CCC(CC1)=O)=O